2-(((2-(4-(2-hydroxyethyl)piperazin-1-yl)ethyl)amino)methylene)-5-(4-(trifluoromethyl)phenyl)cyclohexane OCCN1CCN(CC1)CCNC=C1CCC(CC1)C1=CC=C(C=C1)C(F)(F)F